azetidine-3-carboxylic acid hemisulfate S(=O)(=O)(O)O.N1CC(C1)C(=O)O.N1CC(C1)C(=O)O